racemic-4-(1-(isobutylamino)ethyl)-2-(2,2,2-trifluoroethyl)isoquinolin-1(2H)-one C(C(C)C)N[C@H](C)C1=CN(C(C2=CC=CC=C12)=O)CC(F)(F)F |r|